3,4-diiodocyclohexene IC1C=CCCC1I